NC1=CC2=CN(N=C2C=C1C(F)F)C1CCC(CC1)CO ((1R,4R)-4-(5-amino-6-(difluoromethyl)-2H-indazol-2-yl)cyclohexyl)methanol